C(#N)C=1C(=NC(=C(C1CC)C#N)N1CCN(CCC1)C)SC(C(=O)N)C1=CC(=NC=C1)F 2-((3,5-dicyano-4-ethyl-6-(4-methyl-1,4-diazepan-1-yl)pyridin-2-yl)thio)-2-(2-fluoropyridin-4-yl)acetamide